C(C)(C)(C)OC(=O)N1CC(C1)C1=CC=2N(C=C1F)C(=CN2)C2=CC(=C(C(=C2)OC)C(NC2CC2)=O)OC(F)F 3-[3-[4-(Cyclopropylcarbamoyl)-3-(difluoromethoxy)-5-methoxy-phenyl]-6-fluoro-imidazo[1,2-a]pyridin-7-yl]azetidine-1-carboxylic acid tert-butyl ester